OC(=O)C(F)(F)F.ClCCCCCCOCCOCCN 2-(2-((6-chlorohexyl)oxy)ethoxy)ethan-1-amine TFA salt